ClC=1C=CC=C2C=CC=C(C12)C1=CC=C2C(=NC(=NC2=C1F)NCC12CCCN2CCC1)N1C[C@@H](NCC1)CC#N (S)-2-(4-(7-(8-chloronaphth-1-yl)-8-fluoro-2-(((tetrahydro-1H-pyrrolizin-7a(5H)-yl)methyl)amino)quinazolin-4-yl)piperazin-2-yl)acetonitrile